(R)-2-((1-(3-bromo-2-cyano-7-methylquinolin-5-yl)ethyl)amino)benzoic acid BrC=1C(=NC2=CC(=CC(=C2C1)[C@@H](C)NC1=C(C(=O)O)C=CC=C1)C)C#N